OC(C)(C)C1=CC=C(C=N1)NC(=O)C1=NC(=NC=C1)N1C=NC=C1 N-(6-(2-hydroxypropan-2-yl)pyridin-3-yl)-2-(1H-imidazol-1-yl)pyrimidine-4-carboxamide